4-(1H-indol-1-yl)-1,3-dioxolan-2-one N1(C=CC2=CC=CC=C12)C1OC(OC1)=O